(2s,6s)-1-benzyl-2-methyl-6-(1-methyltriazol-4-yl)piperidine-4-carbonitrile C(C1=CC=CC=C1)N1[C@H](CC(C[C@H]1C=1N=NN(C1)C)C#N)C